CCC(CC)N1N=CC(=C1)C=1C=2N(C=C(N1)C=1C=NN(C1)C[C@H](CC)O)N=CC2 (S)-1-(4-(4-(1-(pent-3-yl)-1H-pyrazol-4-yl)pyrazolo[1,5-a]pyrazin-6-yl)-1H-pyrazol-1-yl)butan-2-ol